2,2'-azino-bis(3-ethylbenzothiazole-6-sulfonic acid) N(N=C1SC2=C(N1CC)C=CC(=C2)S(=O)(=O)O)=C2SC1=C(N2CC)C=CC(=C1)S(=O)(=O)O